COC1=CC=C(C=C1)CN1C(N(CCC1=O)C1=NN(C2=CC(=CC=C12)[C@H]1[C@@H](CNCC1)O)C)=O 3-[(4-methoxyphenyl)methyl]-1-[1-methyl-6-[(3S,4S)-3-hydroxy-4-piperidyl]indazol-3-yl]hexahydropyrimidine-2,4-dione